C1N(CCC2=CC=CC=C12)[C@H]1[C@@H](CN(CC1)C(=O)C1=CC(=NC(=N1)OC)NC1CCN(CC1)C(C)=O)O 1-(4-((6-(trans-4-(3,4-dihydroisoquinolin-2(1H)-yl)-3-hydroxypiperidine-1-carbonyl)-2-methoxypyrimidin-4-yl)amino)piperidin-1-yl)ethan-1-one